1-(2-(3-fluoro-5-(trifluoromethyl)benzyl)pyridin-4-yl)-1H-pyrazole-3-carboxamide FC=1C=C(CC2=NC=CC(=C2)N2N=C(C=C2)C(=O)N)C=C(C1)C(F)(F)F